sodium antimony telluride [Sb]=[Te].[Na]